C1CCC2=C(C=CC=C12)NC(=O)NS(=O)(=O)C=1SC(=CN1)C(C)(C)O N-(2,3-dihydro-1H-inden-4-ylcarbamoyl)-5-(2-hydroxypropan-2-yl)thiazole-2-sulfonamide